3-(5-(1-(4-cyclopentylbenzyl)piperidin-4-yl)-1-oxoisoindolin-2-yl)piperidine-2,6-dione C1(CCCC1)C1=CC=C(CN2CCC(CC2)C=2C=C3CN(C(C3=CC2)=O)C2C(NC(CC2)=O)=O)C=C1